COCOC1=C(C=CC=C1)C=1C=C2C(=NN1)NC(C1N2CCN(C1)C(=O)OC(C)(C)C)=O tert-butyl 2-(2-(methoxymethoxy)phenyl)-6-oxo-5,6,6a,7,9,10-hexahydro-8H-pyrazino[1',2':4,5]pyrazino[2,3-c]pyridazine-8-carboxylate